(R)-2-((3-cyano-5-fluorobenzyl)oxy)nonadecane C(#N)C=1C=C(CO[C@H](C)CCCCCCCCCCCCCCCCC)C=C(C1)F